3-((6-(thiazol-5-yl)isoquinolin-3-yl)amino)cyclobutane-1-carboxylic acid S1C=NC=C1C=1C=C2C=C(N=CC2=CC1)NC1CC(C1)C(=O)O